FC1=C(C2=CC=CC=C2C=C1O)N1CC=2N=C(N=C(C2CC1)N1CCN(CC1)C(C=C)=O)OCCCN1CCOCC1 1-[4-[7-(2-fluoro-3-hydroxy-1-naphthyl)-2-(3-morpholinopropoxy)-6,8-dihydro-5H-pyrido[3,4-d]pyrimidin-4-yl]piperazin-1-yl]prop-2-en-1-one